(S)-N-(4-chloro-1,2,3,10-tetramethoxy-9-oxo-5,6,7,9-tetrahydrobenzo[a]heptalen-7-yl)acetamide ClC1=C(C(=C(C2=C1CC[C@@H](C1=CC(C(=CC=C21)OC)=O)NC(C)=O)OC)OC)OC